5'-O-(4,4-dimethoxytrityl)-5-vinyl-2'-deoxyuridine COC1(CC=C(C(C2=CC=CC=C2)(C2=CC=CC=C2)OC[C@@H]2[C@H](C[C@@H](O2)N2C(=O)NC(=O)C(=C2)C=C)O)C=C1)OC